tert-butyl (6-(((((3aR,4R,6R,6aR)-6-(6-amino-9H-purin-9-yl)-2,2-dimethyltetrahydrofuro[3,4-d][1,3]dioxol-4-yl)methoxy)(propionamido) phosphoryl)oxy)hexyl)carbamate NC1=C2N=CN(C2=NC=N1)[C@@H]1O[C@@H]([C@@H]2[C@H]1OC(O2)(C)C)COP(=O)(NC(CC)=O)OCCCCCCNC(OC(C)(C)C)=O